CC1=C(C(=CC(=C1)OC[C@H]1COCC1)C)C1=C2CCCC2=C(C=C1)F (R)-4-[2,6-dimethyl-4-(tetrahydrofuran-3-ylmethoxy)-phenyl]-7-fluoro-indan